5-chloro-7-iodo-3,3-dimethylindolin-2-one ClC=1C=C2C(C(NC2=C(C1)I)=O)(C)C